3-[[4-amino-8-(trans-4-aminocyclohexoxy)-5,5-dimethyl-6H-benzo[h]quinazolin-7-yl]-methyl-sulfamoyl]propanoic acid NC1=NC=NC=2C3=C(CC(C12)(C)C)C(=C(C=C3)O[C@@H]3CC[C@H](CC3)N)N(S(=O)(=O)CCC(=O)O)C